((R)-1-(3-amino-5-(trifluoromethyl)phenyl)ethyl)-7-methoxy-2-methyl-6-(((S)-tetrahydrofuran-3-yl)oxy)quinazolin-4-amine NC=1C=C(C=C(C1)C(F)(F)F)[C@@H](C)C1=C2C(=NC(=NC2=CC(=C1O[C@@H]1COCC1)OC)C)N